N1N=CC(=C1)C1=CC=C(C=C1)NC1=NC(=NC=C1)C1=CC=C2C=C(NC2=C1)C(=O)N1C[C@@H]([C@H](C1)F)F (6-(4-((4-(1H-pyrazol-4-yl)phenyl)amino)pyrimidin-2-yl)-1H-indol-2-yl)((3S,4S)-3,4-difluoropyrrolidin-1-yl)methanone